FC1(CN(CC[C@H]1NC1=NN2C(C(=N1)OC)=C(C=C2)C=2C=CC1=C(N(C(=N1)C)CCF)C2)C(C([2H])([2H])[2H])=O)F (R)-1-(3,3-difluoro-4-((5-(1-(2-fluoroethyl)-2-methyl-1H-benzo[d]imidazol-6-yl)-4-methoxypyrrolo[2,1-f][1,2,4]triazin-2-yl)amino)piperidin-1-yl)ethan-1-one-2,2,2-d3